5-(3-chloro-4-methoxyphenyl)-4-(3,4,5-trimethoxyphenyl)pyrimidine ClC=1C=C(C=CC1OC)C=1C(=NC=NC1)C1=CC(=C(C(=C1)OC)OC)OC